C1(CC1)COC1=CC=CC(=N1)C1=CC(=C(C(=C1)F)N1CC(C1)CC(=O)O)F 2-[1-[4-[6-(cyclopropylmethoxy)-2-pyridinyl]-2,6-difluoro-phenyl]azetidin-3-yl]acetic acid